[2H]/C=C/C(=O)O (E)-3-deuteroacrylic acid